4-(difluoromethyl)-6-oxopyrimidin FC(C=1N=CNC(C1)=O)F